N-(5-((4-(2H-1,2,3-triazol-2-yl)phenyl)ethynyl)-8-(methylamino)-2,7-naphthyridin-3-yl)cyclopropanecarboxamide N=1N(N=CC1)C1=CC=C(C=C1)C#CC1=C2C=C(N=CC2=C(N=C1)NC)NC(=O)C1CC1